4-{[3-bromo-4-[(2,4-difluorobenzyl)oxy]-6-methyl-2-oxopyridin-1(2H)-yl]-methyl}benzonitrile BrC=1C(N(C(=CC1OCC1=C(C=C(C=C1)F)F)C)CC1=CC=C(C#N)C=C1)=O